ClC=1C(=CC(=NC1)N(S(=O)(=O)CC)C)C(=O)O 5-chloro-2-(N-methylethanesulfonamido)pyridine-4-carboxylic acid